COC1=C(C=C2C=CC=NC2=C1)C(=O)N 7-methoxy-quinoline-6-carboxamide